[Zn].NC=1C=CC=2N(C3=CC=CC=C3C2C1)CC 3-amino-9-ethyl-carbazole Zinc